COC1=C(C=C(C=C1)NC(C(C)(C)C)=O)C N-(4-methoxy-3-methylphenyl)pivalamide